(5-(4-((5-cyclopropyl-1H-pyrazol-3-yl)amino)quinazolin-2-yl)-2,5-diazabicyclo[2.2.1]heptan-2-yl)(phenyl)methanone C1(CC1)C1=CC(=NN1)NC1=NC(=NC2=CC=CC=C12)N1C2CN(C(C1)C2)C(=O)C2=CC=CC=C2